α,ζ-diaminoheptanoic acid NC(C(=O)O)CCCCCN